6-(trifluoromethoxy)quinazolin-4-amine FC(OC=1C=C2C(=NC=NC2=CC1)N)(F)F